CC(C1=CC=CC=C1)(C)O DIMETHYLBENZYL ALCOHOL